6-methoxy-3-methyl-3,4-dihydronaphthalene-2-carbaldehyde COC=1C=C2CC(C(=CC2=CC1)C=O)C